N-(3-(difluoromethyl)-1-(1-(2-(2,4-dioxotetrahydropyrimidin-1(2H)-yl)benzyl)piperidin-4-yl)-1H-pyrazol-4-yl)-5-morpholinopyrazolo[1,5-a]pyrimidine-3-carboxamide FC(C1=NN(C=C1NC(=O)C=1C=NN2C1N=C(C=C2)N2CCOCC2)C2CCN(CC2)CC2=C(C=CC=C2)N2C(NC(CC2)=O)=O)F